1-benzyl-3-cyclobutylpiperidin-2-one C(C1=CC=CC=C1)N1C(C(CCC1)C1CCC1)=O